tert-butyl 4-[4-[3-chloro-4-(1,3-dioxan-2-ylmethoxy)anilino]quinazolin-6-yl]piperazine-1-carboxylate ClC=1C=C(NC2=NC=NC3=CC=C(C=C23)N2CCN(CC2)C(=O)OC(C)(C)C)C=CC1OCC1OCCCO1